tert-butyl (S)-4-(7-(4-cyanopyridin-2-yl)-5-(cyclopropyl(methyl)amino)-7H-pyrrolo[2,3-d]pyrimidin-4-yl)-3-methylpiperazine-1-carboxylate C(#N)C1=CC(=NC=C1)N1C=C(C2=C1N=CN=C2N2[C@H](CN(CC2)C(=O)OC(C)(C)C)C)N(C)C2CC2